O=C1NC(CCC1NC(CCCCCCCCCCCCC(=O)NC1C(NC(CC1)=O)=O)=O)=O N1,N14-Bis(2,6-dioxopiperidin-3-yl)tetradecanediamide